ClC1=CC=C(C(=N1)CN(C)C)C1(CCOCC1)C#N 4-(6-chloro-2-((dimethylamino)methyl)pyridin-3-yl)tetrahydro-2H-pyran-4-carbonitrile